BrC=1C=NC(=C(C(=O)[O-])C1)C 5-Bromo-2-methylnicotinate